CC(C)(COP(=O)([O-])OP(=O)([O-])OC[C@@H]1[C@H]([C@H]([C@@H](O1)N2C=NC3=C(N=CN=C32)N)O)OP(=O)([O-])[O-])[C@H](C(=O)NCCC(=O)NCCSC(=O)CC(=O)CCCC(=O)[O-])O The molecule is pentaanion of 3-oxopimeloyl-CoA arising from deprotonation of phosphate, diphosphate and carboxylic acid functions. It is a conjugate base of a 3-oxopimeloyl-CoA.